1-[(2R,4S)-4-[4-amino-3-iodopyrazolo[3,4-d]pyrimidin-1-yl]-2-[(trifluoromethoxy)methyl]pyrrolidin-1-yl]prop-2-en-1-one NC1=C2C(=NC=N1)N(N=C2I)[C@H]2C[C@@H](N(C2)C(C=C)=O)COC(F)(F)F